ClC1=C(CN2N=CC=3C(N(C=CC32)C3=CC(=NC=C3Cl)Cl)=O)C=CC=C1 1-(2-chlorobenzyl)-5-(2,5-dichloropyridin-4-yl)-1,5-dihydro-4H-pyrazolo[4,3-c]pyridin-4-one